pentacosadiynoyl-nitrilotriacetic acid C(C#CC#CCCCCCCCCCCCCCCCCCCCC)(=O)C(C(=O)O)N(CC(=O)O)CC(=O)O